C(C1=CC=CC=C1)SC=1C=C2C(C3=NC4=C(C=CC=C4C(N3C2=CC1)=O)NC1=CC=C(C=C1)F)=O 8-(benzylthio)-4-((4-fluorophenyl)amino)indolo[2,1-b]quinazoline-6,12-dione